ethyl 7-chloro-2,2-dimethylheptanoate ClCCCCCC(C(=O)OCC)(C)C